C1(=CC=CC=C1)C1=NOC2=C1N=CNC2=O 3-phenyl-6H-isoxazolo[4,5-d]Pyrimidin-7-one